OC(CCCC(=O)OCC)CCCCC ETHYL 5-HYDROXYDECANOATE